2,6-dimethyl-4-[(2-methylphenyl)methyl]iodobenzene CC1=C(C(=CC(=C1)CC1=C(C=CC=C1)C)C)I